C1(C=CC(N1CCCCON1C(CCC1=O)=O)=O)=O N-(4-maleimidobutyloxy)succinimide